4-((2S,3S,4R,5R)-3-(2-ethoxy-3,4-difluorophenyl)-4,5-dimethyl-5-(trifluoromethyl)tetrahydrofuran-2-carboxamido)picolinamide C(C)OC1=C(C=CC(=C1F)F)[C@H]1[C@H](O[C@]([C@@H]1C)(C(F)(F)F)C)C(=O)NC1=CC(=NC=C1)C(=O)N